C(C1=CC=CC=C1)OC1=C(N(C2=CC=CC=C12)C1=CC=C(C=C1)F)C1CCOCC1 (benzyloxy)-1-(4-fluorophenyl)-2-(tetrahydro-2H-pyran-4-yl)-1H-indole